7-fluoro-6-iodo-3,4-dihydro-2H-pyrano[3,2-b]pyridin-4-ol FC=1C=C2C(=NC1I)C(CCO2)O